FC(C(=O)O)(F)F.CC1=NC2=C(C=CC(=C2C=C1)N1CC(CC1)NC)C(=O)N 2-methyl-5-[3-(methylamino)pyrrolidin-1-yl]quinoline-8-carboxamide 2,2,2-trifluoroacetate